C1C2=C(OC1)C=CC=1CCC(C12)CCN 2-(1,6,7,8-tetrahydro-2H-indeno[5,4-B]furan-8-yl)ethane-1-amine